FC=1C(=NC(=NC1)NC=1C=NC(=CC1)C=1OC=CN1)C1=CNC2=C(C=CC=C12)NC([C@@H](COC)N1CCN(CC1)C)=O (R)-N-(3-(5-fluoro-2-((6-(oxazol-2-yl)pyridin-3-yl)amino)pyrimidin-4-yl)-1H-indol-7-yl)-3-methoxy-2-(4-methylpiperazin-1-yl)propanamide